ClC1=C(C=C2C(CCN(C2=N1)C(C)C)=O)F 7-chloro-6-fluoro-1-(prop-2-yl)-1,2,3,4-tetrahydro-1,8-naphthyridin-4-one